(4-butylphenyl)(6-bromo-2,3,4-trihydroxyphenyl)methanone C(CCC)C1=CC=C(C=C1)C(=O)C1=C(C(=C(C=C1Br)O)O)O